hexanitrorhodium (III) [N+](=O)([O-])[Rh-3]([N+](=O)[O-])([N+](=O)[O-])([N+](=O)[O-])([N+](=O)[O-])[N+](=O)[O-]